4-bromo-2-iodo-1-((2-(trimethylsilyl)ethoxy)methyl)-1H-indole BrC1=C2C=C(N(C2=CC=C1)COCC[Si](C)(C)C)I